[B].[Nd].[Fe] Iron-Neodymium-Boron